1-[(2R,3S,4S,5R)-4-[(tert-butyldimethylsilyl)oxy]-5-{[(tert-butyldimethylsilyl)oxy]methyl}-5-(fluoromethyl)-3-fluorooxolan-2-yl]-5-fluoro-3H-pyrimidine-2,4-dione [Si](C)(C)(C(C)(C)C)O[C@@H]1[C@@H]([C@@H](O[C@]1(CF)CO[Si](C)(C)C(C)(C)C)N1C(NC(C(=C1)F)=O)=O)F